C1(=CC=C(C=C1)COCC1OCC1CC)COCC1OCC1CC 3'-[1,4-phenylenedi(methyleneoxymethylene)]bis[3-ethyloxetane]